Br[C-]1C(=CC=C1)C1=CC(=CC(=C1)C(C)(C)C)C(C)(C)C.[CH-]1C=CC=C1.[Fe+2] 1-bromo-2-(3,5-di-tert-butylphenyl)-ferrocene